1-[2-(2-chloro-5-fluoro-3-pyridinyl)-6-[5-[(6-methylpyridazin-3-yl)amino]benzimidazol-1-yl]-3-pyridinyl]ethanone ClC1=NC=C(C=C1C1=NC(=CC=C1C(C)=O)N1C=NC2=C1C=CC(=C2)NC=2N=NC(=CC2)C)F